C(C1=CC=CC=C1)OC(=O)N[C@@H]1[C@H](N(CC1)C(=O)OC(C)(C)C)COS(=O)(=O)C1=CC=C(C)C=C1 tert-butyl (2S,3S)-3-(((benzyloxy)carbonyl)amino)-2-((tosyloxy)methyl)pyrrolidine-1-carboxylate